NC1CC(CC(C1)(C)CC(CCCCCCCCCCCN)N)(C)C (5-amino-1,3,3-trimethylcyclohexyl)methyl-dodecane-1,12-diamine